(R)-N-(5-((4-chlorobenzyl)oxy)-1,3,4-thiadiazol-2-yl)-2-(3-methylmorpholino)nicotinamide ClC1=CC=C(COC2=NN=C(S2)NC(C2=C(N=CC=C2)N2[C@@H](COCC2)C)=O)C=C1